OC[C@@H]1[C@@H]2CC[C@H](CN1)N2C(=O)OCCCC |r| butyl rac-(1S,2S,5R)-2-(hydroxymethyl)-3,8-diazabicyclo[3.2.1]octane-8-carboxylate